C1(CC1)NC=1N=C(C2=C(N1)N=CC=C2)NCC2=C(C=CC=C2)C(F)(F)F N2-cyclopropyl-N4-(2-(trifluoromethyl)benzyl)pyrido[2,3-d]pyrimidine-2,4-diamine